2-amino-2-((3-octylisoxazol-5-yl)ethynyl)propane-1,3-diol NC(CO)(CO)C#CC1=CC(=NO1)CCCCCCCC